1-[5-[6-chloro-5-[(1R)-1-(3,5-dichloro-2-methyl-4-pyridyl)ethoxy]-1H-indazol-3-yl]-3-fluoro-2-pyridyl]-N,3-dimethyl-azetidin-3-amine ClC1=C(C=C2C(=NNC2=C1)C=1C=C(C(=NC1)N1CC(C1)(NC)C)F)O[C@H](C)C1=C(C(=NC=C1Cl)C)Cl